(S)-1-amino-2-(1-(but-2-ynyl)piperidin-2-yl)-4-(4-((4-iodopyridin-2-yl)carbamoyl)Phenyl)-1H-imidazole-5-carboxamide NN1C(=NC(=C1C(=O)N)C1=CC=C(C=C1)C(NC1=NC=CC(=C1)I)=O)[C@H]1N(CCCC1)CC#CC